6-(4-(dimethylamino)-5,6-difluoro-8-(methylamino)-9H-pyrido[2,3-b]indol-3-yl)-1-(1-methylpyrrolidin-3-yl)-4-oxo-1,4-dihydro-1,8-naphthyridine-3-carboxylic acid CN(C1=C(C=NC=2NC3=C(C=C(C(=C3C21)F)F)NC)C=2C=C1C(C(=CN(C1=NC2)C2CN(CC2)C)C(=O)O)=O)C